(5-((2-(2,2-dimethylpyrrolidin-1-yl)ethyl)carbamoyl)-3-methylthiophene-2-yl)-2-(pyridin-4-yl)pyrazolo[5,1-b]Thiazole-7-carboxamide CC1(N(CCC1)CCNC(=O)C1=CC(=C(S1)C=1N2C(SC1C1=CC=NC=C1)=C(C=N2)C(=O)N)C)C